S1C(=NC=C1)N1CCN(CC1)C(=O)OC(C)(C)C tert-Butyl 4-(thiazol-2-yl)piperazine-1-carboxylate